C(CCCC)NCC(=O)O 2-(pentylamino)acetic acid